4-[7-(1-cyano-1-methylethyl)imidazo[1,2-a]pyridin-3-yl]-2-(difluoromethoxy)-N-[(1R,2R)-2-fluorocyclopropyl]-6-methoxybenzamide C(#N)C(C)(C)C1=CC=2N(C=C1)C(=CN2)C2=CC(=C(C(=O)N[C@H]1[C@@H](C1)F)C(=C2)OC)OC(F)F